FC=1C(=CC2=C(N=C(O2)C)C1)COC1=CC=CC(=N1)C1CCN(CC1)CC1=NC2=C(N1C[C@H]1OCC1)C=C(C=C2)C(=O)O (S)-2-((4-(6-((5-Fluoro-2-methylbenzo[d]oxazol-6-yl)methoxy)pyridin-2-yl)piperidine-1-yl)methyl)-1-(oxetan-2-ylmethyl)-1H-benzo[d]imidazole-6-carboxylic acid